(3,3'-bithiophene)-5,5'-dicarboxaldehyde S1C=C(C=C1C=O)C1=CSC(=C1)C=O